C(CCCCCC(=O)OCCCCCCCCCCC)(=O)OCCCCCCCCCCC diundecyl heptanediate